N1(CCCCCC1)CC(=O)NC1(COC1)C1=CC=CC=C1 2-(azepan-1-yl)-N-(3-phenyloxetan-3-yl)acetamide